N-(5-bromo-2-fluorophenyl)acetamide BrC=1C=CC(=C(C1)NC(C)=O)F